O=C(C=C)OCCOC(\C=C/C(=O)O)=O.NC1=C(C(=C(C(=C1[2H])[2H])[2H])[2H])[2H] aniline-2,3,4,5,6-d5 mono[2-(1-oxo-2-propenyl)oxyethyl]maleate